C(C)(=O)C1=CN(C2=CC=C(C=C12)C=1C=NC(=NC1)C)CC(=O)N[C@H](C(=O)NC=1C(=C(C=CC1)C1=C(C=CC=C1)Cl)F)[C@@H](C)O (2S,3R)-2-(2-(3-acetyl-5-(2-methylpyrimidin-5-yl)-1H-indol-1-yl)acetamido)-N-(2'-chloro-2-fluorobiphenyl-3-yl)-3-hydroxybutanamide